(S)-4-(3-amino-2-(dimethylamino)propyl)-3-(trifluoromethyl)phenol NC[C@H](CC1=C(C=C(C=C1)O)C(F)(F)F)N(C)C